1,2-bis[tris(1,1-dimethyl-2-butynoxy)silyl]ethane CC(C#CC)(O[Si](CC[Si](OC(C#CC)(C)C)(OC(C#CC)(C)C)OC(C#CC)(C)C)(OC(C#CC)(C)C)OC(C#CC)(C)C)C